(2S,4R)-4-fluoro-1-[4-(1H-imidazol-1-yl)pyridine-2-carbonyl]-N-[(S)-phenyl[4-(propan-2-yl)phenyl]methyl]pyrrolidine-2-carboxamide F[C@@H]1C[C@H](N(C1)C(=O)C1=NC=CC(=C1)N1C=NC=C1)C(=O)N[C@H](C1=CC=C(C=C1)C(C)C)C1=CC=CC=C1